rac-tert-butyl (RS)-2-bromo-6-methyl-3-(pyridin-4-yl)-6,7-dihydropyrazolo[1,5-a]pyrazine-5(4H)-carboxylate BrC1=NN2C(CN([C@@H](C2)C)C(=O)OC(C)(C)C)=C1C1=CC=NC=C1 |r|